2-(2,4-difluorophenyl)-1-(4-(2-(5-methoxy-1H-indol-1-yl)ethyl)piperazin-1-yl)-3-(1H-1,2,4-triazol-1-yl)propan-2-ol FC1=C(C=CC(=C1)F)C(CN1CCN(CC1)CCN1C=CC2=CC(=CC=C12)OC)(CN1N=CN=C1)O